2-Ethoxy-5-morpholino-N-(3-phenylpropyl)-1H-benzo[d]imidazole-1-carboxamide C(C)OC1=NC2=C(N1C(=O)NCCCC1=CC=CC=C1)C=CC(=C2)N2CCOCC2